N-(cis-2-(biphenyl-3-ylmethyl)-1-((cis-2-fluorocyclopropyl)carbonyl)pyrrolidin-3-yl)methanesulfonamide C1(=CC(=CC=C1)C[C@@H]1N(CC[C@@H]1NS(=O)(=O)C)C(=O)[C@H]1[C@H](C1)F)C1=CC=CC=C1